Methyl 4-(allyloxy)-2-((4-(6-((4-cyano-2-fluorobenzyl)oxy)pyridin-2-yl)piperidin-1-yl)methyl)-1-(thiazol-5-ylmethyl)-1H-benzo[d]imidazole-6-carboxylate C(C=C)OC1=CC(=CC=2N(C(=NC21)CN2CCC(CC2)C2=NC(=CC=C2)OCC2=C(C=C(C=C2)C#N)F)CC2=CN=CS2)C(=O)OC